(4-(tert-butylacryloxy)phenyl)(p-tolyl)iodonium C(C)(C)(C)C=CC(=O)OC1=CC=C(C=C1)[I+]C1=CC=C(C=C1)C